benzyl 5'-oxo-1'-(4-(trifluoromethyl)pyridin-2-yl)-3-azaspiro[bicyclo[3.1.1]heptane-6,3'-pyrrolidine]-3-carboxylate O=C1CC2(CN1C1=NC=CC(=C1)C(F)(F)F)C1CN(CC2C1)C(=O)OCC1=CC=CC=C1